[1,4'-Bipiperidine]-1'-carbonyl chloride N1(CCCCC1)C1CCN(CC1)C(=O)Cl